3-(3-(o-tolyl)propenyl)oxazolidin-2-one C1(=C(C=CC=C1)CC=CN1C(OCC1)=O)C